(2S,4R)-4-(4-bromophenylsulfonyl)-N-(1-cyanocyclopropyl)-1-(1-(trifluoromethyl)cyclopropanecarbonyl)pyrrolidine-2-carboxamide BrC1=CC=C(C=C1)S(=O)(=O)[C@@H]1C[C@H](N(C1)C(=O)C1(CC1)C(F)(F)F)C(=O)NC1(CC1)C#N